BrC(CN1C(N(C(N(C1=O)CC(CBr)Br)=O)CC(CBr)Br)=O)CBr tri(2,3-dibromopropyl)isocyanuric acid